FC1=C(C=C(C(=C1)C)C=1C=C(C=2N(C1)C=C(N2)C)N2CCOCC2)NC(=O)N2CC(=CC2)CC(F)(F)F N-(2-fluoro-4-methyl-5-(2-methyl-8-morpholinoimidazo[1,2-a]pyridin-6-yl)phenyl)-3-(2,2,2-trifluoroethyl)-2,5-dihydro-1H-pyrrole-1-carboxamide